Cl.[C@@]12(NCC[C@@H]2C1)C(=O)OCC ethyl (1S,5R)-2-azabicyclo[3.1.0]hexane-1-carboxylate hydrochloride